3,3-difluoro-5,5-dimethylpyrrolidine-2,4-dione FC1(C(NC(C1=O)(C)C)=O)F